1,1,1,3,3,3-hexafluoropropan-2-yl 6-(2-(2-(((benzyloxy)carbonyl)amino)ethoxy) benzylidene)-2-azaspiro[3.3]heptane-2-carboxylate C(C1=CC=CC=C1)OC(=O)NCCOC1=C(C=C2CC3(CN(C3)C(=O)OC(C(F)(F)F)C(F)(F)F)C2)C=CC=C1